pentylene furandicarboxylate O1C2=C(C=C1)C(=O)OCCCCCOC2=O